((1r,2s)-2-(4-bromophenyl)-2-hydroxy-1-phenylethyl)-4-methylbenzenesulfonamide BrC1=CC=C(C=C1)[C@H]([C@H](C1=CC=CC=C1)C1=C(C=CC(=C1)C)S(=O)(=O)N)O